C(C)(C)N1N=CC(=C1)CN[C@H]1[C@@H](CCCC1)OC=1C=C2CN(C(C2=CC1)=O)C1C(NC(CC1)=O)=O 3-(5-(((1R,2R)-2-(((1-isopropyl-1H-pyrazol-4-yl)methyl)amino)cyclohexyl)oxy)-1-oxoisoindolin-2-yl)piperidine-2,6-dione